[C@@H]12N(C[C@@H](NC1)C2)C=2C(=CC=1N=CN=C(C1N2)NC2=C(C(=C(C=C2)OCC21OCC(C2)C1)F)F)F 6-[(1S,4S)-2,5-diazabicyclo[2.2.1]heptan-2-yl]-N-[2,3-difluoro-4-(2-oxabicyclo[2.1.1]hexan-1-ylmethoxy)phenyl]-7-fluoro-pyrido[3,2-d]pyrimidin-4-amine